4-((3-(1-((R)-5,8-dioxaspiro[3.4]octan-1-yl)-1H-pyrazol-4-yl)-2-methoxyphenyl)amino)-6-((R)-spiro[2.3]hexane-1-carboxamido)nicotinamide [C@H]1(CCC12OCCO2)N2N=CC(=C2)C=2C(=C(C=CC2)NC2=CC(=NC=C2C(=O)N)NC(=O)[C@@H]2CC21CCC1)OC